C(C)(C)N1N=C(C=C1C1CCC(CC1)N1C[C@]2(CCS(C2)(=O)=O)CCC1)C(F)(F)F (R)-7-((1R,4R)-4-(1-isopropyl-3-(trifluoromethyl)-1H-pyrazol-5-yl)cyclohexyl)-2-thia-7-azaspiro[4.5]decane 2,2-dioxide